CNC(=O)C1COCCC1 N-methyltetrahydro-2H-pyran-3-carboxamide